[(1R,3S)-3-(6-bromo-[1,2,4]triazolo[4,3-a]pyridin-3-yl)cyclohexyl]-4-(oxetan-3-yloxy)-5-(trifluoromethyl)pyrimidin-2-amine BrC=1C=CC=2N(C1)C(=NN2)[C@@H]2C[C@@H](CCC2)C2=C(C(=NC(=N2)N)OC2COC2)C(F)(F)F